C(CCC)OC(OCCCC)[SiH2]C1=CC=C(C=C1)C(=C)C dibutoxymethyl-(4-isopropenylphenyl)silane